3-((6-(5-chloro-1H-pyrazol-4-yl)-4-(2-hydroxypropyl)-1-oxoisoquinolin-2(1H)-yl)methyl)-N-methylbenzamide ClC1=C(C=NN1)C=1C=C2C(=CN(C(C2=CC1)=O)CC=1C=C(C(=O)NC)C=CC1)CC(C)O